OCCN(CCOC=1C=C2C(C3=C(C4=C(O3)C=CC=C4)C(C2=CC1)=O)(C)C)CCO 8-{2-[Bis-(2-hydroxy-ethyl)-amino]-ethoxy}-6,6-dimethyl-6H-benzo[b]naphtho[2,3-d]furan-11-one